NC1CCC(CC1)CN1CCN(CC1)C=1C=C(C=CC1)C1C(N(C(CC1)=O)CC1=CC=C(C=C1)OC)=O 3-[3-[4-[(4-aminocyclohexyl)methyl]piperazin-1-yl]phenyl]-1-[(4-methoxyphenyl)methyl]piperidine-2,6-dione